[Br-].C[P+](C1=CC=CC=C1)(C1=CC=CC=C1)C1=CC=CC=C1 methyl-(triphenyl)phosphanium bromide